tert-butyl-4-bromo-6-chloropyridazin-3-amine C(C)(C)(C)C=1C(=C(N=NC1Cl)N)Br